COC(=O)C1=NN(C=C1C=COCC)COCC[Si](C)(C)C 4-(2-ethoxyvinyl)-1-((2-(trimethylsilyl)ethoxy)methyl)-1H-pyrazole-3-carboxylic acid methyl ester